2-(3-(6-cyclopropylpyridin-3-yl)-6-oxopyridazin-1(6H)-yl)-N-ethylacetamide C1(CC1)C1=CC=C(C=N1)C1=NN(C(C=C1)=O)CC(=O)NCC